C(C)(C)N1N=CC(=C1C)C(=O)N(C1=CN=NC=C1)C 1-iso-propyl-N,5-dimethyl-N-pyridazin-4-yl-pyrazole-4-carboxamide